C(C)(=O)NC1=C(C=C(C=C1)C1=CC=C2C(=N1)SC(=N2)NC(=O)C2=CN=NC=C2C2=C(C=CC=C2)OC)F N-(5-(4-acetamido-3-fluorophenyl)thiazolo[5,4-b]pyridin-2-yl)-5-(2-methoxyphenyl)pyridazine-4-carboxamide